C(C=C)ON1C2C=C(CN(C1=O)C2)N2N=NC(=C2)CN(C(OC(C)(C)C)=O)CCO[Si](C)(C)C(C)(C)C tert-butyl N-[[1-(6-allyloxy-7-oxo-1,6-diazabicyclo[3.2.1]oct-3-en-3-yl)triazol-4-yl]methyl]-N-[2-[tert-butyl(dimethyl)silyl]oxyethyl]carbamate